4-(5-bromo-3-(hydroxymethyl)-2H-indazol-2-yl)piperidine-1-carboxylic acid tert-butyl ester C(C)(C)(C)OC(=O)N1CCC(CC1)N1N=C2C=CC(=CC2=C1CO)Br